Cl.FS(C1=C(C=CC=C1)NN)(F)(F)(F)F (2-(pentafluoro-λ6-sulfanyl)phenyl)hydrazine hydrochloride